(1S,3s)-3-(2-((R)-1-((3-aminopyrazolo[1,5-a]pyrimidin-5-yl)amino)ethyl)-4-fluorophenoxy)cyclobutane-1-carboxylic acid NC=1C=NN2C1N=C(C=C2)N[C@@H](C)C2=C(OC1CC(C1)C(=O)O)C=CC(=C2)F